2-methoxy-1,4-diethoxynaphthalene COC1=C(C2=CC=CC=C2C(=C1)OCC)OCC